NC1C(N(CC1F)C(=O)OCC1=CC=CC=C1)CC1=C(C(=CC=C1)Cl)F benzyl 3-amino-2-(3-chloro-2-fluorobenzyl)-4-fluoropyrrolidine-1-carboxylate